Dimethylamino-1-(4-morpholinophenyl)-butanone CN(C)C(C(CC)=O)C1=CC=C(C=C1)N1CCOCC1